3,5-Dichloro-2-(1-(2-(1-(2,4-dichlorophenyl)ethyl)hydrazono)-2,2,2-trifluoroethyl)pyrazine ClC=1C(=NC=C(N1)Cl)C(C(F)(F)F)=NNC(C)C1=C(C=C(C=C1)Cl)Cl